C(C1=C(C(=CC2=CC=CC=C12)O)C(=O)O)C1=C(C(=CC2=CC=CC=C12)O)C(=O)O methylenebis-[3-hydroxy-2-naphthalenecarboxylic acid]